rac-benzyl ((2S,3S,4R)-2-cyclopropyl-5-methoxy-3-methyl-1,2,3,4-tetrahydro-1,6-naphthyridin-4-yl)carbamate C1(CC1)[C@@H]1NC2=CC=NC(=C2[C@@H]([C@H]1C)NC(OCC1=CC=CC=C1)=O)OC |r|